ICC(CCCCCCC)I 1,2-diiodononane